CC1=CC=C(C=C1)N1CC2C(C1)CN(C2)C(=O)N 5-(4-methylphenyl)hexahydropyrrolo[3,4-c]pyrrole-2(1H)-carboxamide